2,6-difluoro-styrene FC1=C(C=C)C(=CC=C1)F